tert-butyl 6-(5-morpholinopyridazin-3-yl)-2,6-diazaspiro[3.3]heptane-2-carboxylate O1CCN(CC1)C=1C=C(N=NC1)N1CC2(CN(C2)C(=O)OC(C)(C)C)C1